3-methanesulfonyl-6-[6-methoxy-5-(2-methyl-1,3-thiazol-5-yl)pyridin-2-yl]-1,2,4-triazine CS(=O)(=O)C=1N=NC(=CN1)C1=NC(=C(C=C1)C1=CN=C(S1)C)OC